methyl 5-benzyl-3-((S)-1-(isoquinoline-1-carboxamido)-2-methylpropyl)-4,5-dihydroisoxazole-5-carboxylate C(C1=CC=CC=C1)C1(CC(=NO1)[C@H](C(C)C)NC(=O)C1=NC=CC2=CC=CC=C12)C(=O)OC